BrC=1C=C(C(=C(C1)/N=C/OCC)C#N)N1CCC2(CC2)CC1 ethyl (E)-N-(5-bromo-2-cyano-3-(6-azaspiro[2.5]octan-6-yl)phenyl)formimidate